tin 2-butanesulfonate CC(CC)S(=O)(=O)[O-].[Sn+4].CC(CC)S(=O)(=O)[O-].CC(CC)S(=O)(=O)[O-].CC(CC)S(=O)(=O)[O-]